4H-thieno[2,3-c]pyrrol-6(5H)-one S1C=CC2=C1C(NC2)=O